5-(3,4-dichlorophenoxy)-1-methyl-1H-indole-2-carboxylic acid ethyl ester C(C)OC(=O)C=1N(C2=CC=C(C=C2C1)OC1=CC(=C(C=C1)Cl)Cl)C